FC=1C=C(C=C(C1)F)C1=NO[C@@](C1)(C=C)C(=O)N[C@@H]1C[C@@H](OC1)C(=O)OC |&1:18,20| methyl (2RS,4RS)-4-({[(5S)-3-(3,5-difluorophenyl)-5-vinyl-4,5-dihydroisoxazol-5-yl]carbonyl}amino)tetrahydrofuran-2-carboxylate